ClC1=C(C(=CC=C1Cl)O)[C@@H]1C[C@H]2N(C[C@H](NC2=O)CO)CC1 (3S,8S,9aR)-8-(2,3-dichloro-6-hydroxyphenyl)-3-(hydroxymethyl)-octahydropyrido[1,2-a]pyrazin-1-one